C[C@@H]1CC(OB(OC(CCN1C)=O)[C@H](CC(C)C)NC([C@H](CC1=CC=CC=C1)NC(=O)C1=NC=CN=C1)=O)=O N-((S)-1-(((R)-1-((R)-6,7-dimethyl-4,10-dioxo-1,3,7,2-dioxazaborecan-2-yl)-3-methylbutyl)amino)-1-oxo-3-phenylpropan-2-yl)pyrazine-2-carboxamide